C1(CC1)C=1C(=CC(N2[C@@H]([C@H](SC12)OC)C(=O)O)=O)CC1=CC=CC2=CC=CC=C12 (2S,3R)-7-cyclopropyl-2-methoxy-6-[(1-naphthyl)methyl]-4-oxo-1-thia-3a-aza-3-indanecarboxylic acid